5-((tert-butyldiphenylsilyl)oxy)-3-(difluoromethyl)piperidin-3-amine [Si](C1=CC=CC=C1)(C1=CC=CC=C1)(C(C)(C)C)OC1CC(CNC1)(N)C(F)F